5-chloro-N-[(E)-[3-(4-fluorophenyl)-4-oxo-1,3-thiazolidin-2-ylidene]amino]thiophene-2-carboxamide ClC1=CC=C(S1)C(=O)N/N=C\1/SCC(N1C1=CC=C(C=C1)F)=O